CN1[C@H]2[C@@](CCC1)(CCC2)COC=2N=C(C1=C(N2)C(=C(N=C1OC)C1=CC(=CC2=CC=C(C(=C12)CC)F)O)F)N1CCOCCC1 4-(2-{[(4as,7ar)-1-methyl-octahydro-1H-cyclopenta[b]pyridin-4a-yl]methoxy}-8-fluoro-5-methoxy-4-(1,4-oxazepan-4-yl)pyrido[4,3-d]pyrimidin-7-yl)-5-ethyl-6-fluoronaphthalene-2-ol